CC=1C=C(C=C(C1O)C)CC1=CC(=C(C(=C1)C)O)C bis-(3,5-dimethyl-4-hydroxyphenyl)methane